C(C)(C)(C)C=1C=C(C#N)C=CC1OC1=C(C=C(C=C1)C1C=2C(NC(C1)=O)=NNC2)OC 3-tert-butyl-4-(2-methoxy-4-{6-oxo-2H,4H,5H,6H,7H-pyrazolo[3,4-b]pyridin-4-yl}phenoxy)benzonitrile